N-[[6-[3-(Methoxymethyl)-1-piperidyl]-2-pyridyl]sulfonyl]-2-(2,2,4-trimethylpyrrolidin-1-yl)pyridin-3-carboxamid COCC1CN(CCC1)C1=CC=CC(=N1)S(=O)(=O)NC(=O)C=1C(=NC=CC1)N1C(CC(C1)C)(C)C